CC(CCCCCCCCCC(=O)OC)CCCCC 11-Methyl-Hexadecanoic Acid, Methyl Ester